2,2'-{9H-fluorene-9,9-diylbis[(naphthalene-6,2-diyl)oxy]}di(ethan-1-ol) C1=CC=CC=2C3=CC=CC=C3C(C12)(C=1C=C2C=CC(=CC2=CC1)OCCO)C=1C=C2C=CC(=CC2=CC1)OCCO